FC(C1=CC=CC(=N1)NC(=O)C=1C(=CC=2N(C1)C=C(N2)C2CCC(CC2)CN2CCC(CC2)C2=C(C=C(C=C2)C2C(NC(CC2)=O)=O)F)OC(C)C)F N-[6-(difluoromethyl)-2-pyridyl]-2-[4-[[4-[4-(2,6-dioxo-3-piperidyl)-2-fluoro-phenyl]-1-piperidyl]methyl]cyclohexyl]-7-isopropoxy-imidazo[1,2-a]pyridine-6-carboxamide